3-(4-((2-chloro-1H-imidazol-1-yl)methyl)-2,6-difluorophenyl)-5-isobutyl-4-methylthiophene-2-sulfonamide ClC=1N(C=CN1)CC1=CC(=C(C(=C1)F)C1=C(SC(=C1C)CC(C)C)S(=O)(=O)N)F